OC=1C(OCCC1)=O 3-hydroxy-5,6-dihydro-pyran-2-one